C(C)C=1C(C(=C(N(C1CN1N=C(N=C1)Cl)CC)C1=CC(=C(C=C1)Cl)Cl)C(=O)N)=O ethyl-6-[(3-chloro-1,2,4-triazol-1-yl)methyl]-2-(3,4-dichlorophenyl)-1-ethyl-4-oxo-pyridine-3-carboxamide